CC(OCCCS(=O)(=O)F)COC=C 4,7-dioxa-5-methyl-8-nonene-1-sulfonyl fluoride